ClC1=C(C(=CC=C1[N+](=O)[O-])NC1CC1)NC(C)=O N-(2-chloro-6-(cyclopropylamino)-3-nitrophenyl)acetamide